C(C)(C)(C)N1CCN(CC1)CC=1C=CC=2C3=C(N(C(C2C1)=O)[C@@H]1CC[C@H](CC1)O)N=C(N=C3)NCC(CC)(F)F trans-8-((4-(tert-Butyl)piperazin-1-yl)methyl)-3-((2,2-difluorobutyl)amino)-5-(4-hydroxycyclohexyl)pyrimido[4,5-c]isoquinolin-6(5H)-one